diethoxyhafnium dichloride [Cl-].[Cl-].C(C)O[Hf+2]OCC